(5-{2-[(6-methoxy-1,2,3,4-tetrahydroisoquinolin-7-yl)amino]quinazolin-7-yl}pyridin-3-yl)methanol COC=1C=C2CCNCC2=CC1NC1=NC2=CC(=CC=C2C=N1)C=1C=C(C=NC1)CO